hexyl p-aminobenzoate NC1=CC=C(C(=O)OCCCCCC)C=C1